C(C)(C)(C)C=1N(C2=CC=C(C=C2C1C(=O)N1CCN(CC1)C)Br)C(=O)O.N1(N=CC2=CC=CC=C12)C(=O)O 1H-indazole-1-carboxylate (tert-butyl-5-bromo-3-(4-methylpiperazine-1-carbonyl) 1H-indole-1-carboxylate)